4-bromo-6-methyl-2,3-dihydro-1H-inden-1-ol BrC1=C2CCC(C2=CC(=C1)C)O